6-((2R,4S)-2-(1-cyclopropyl-1H-pyrazol-4-yl)tetrahydro-2H-pyran-4-yl)-2,3-dimethyl-8-(6-(trifluoromethyl)pyridin-3-yl)pyrimido[5,4-d]pyrimidin-4(3H)-one C1(CC1)N1N=CC(=C1)[C@@H]1OCC[C@@H](C1)C=1N=C(C=2N=C(N(C(C2N1)=O)C)C)C=1C=NC(=CC1)C(F)(F)F